C(C)(C)(C)OC(=O)N1CCN(CC1)CCN1[C@H](CN(CC1)C1=NC=NC(=C1)C1=NN(C2=CC=C(C=C12)OC(C)C)COCC[Si](C)(C)C)C 4-[2-[(2S)-4-[6-[5-isopropoxy-1-(2-trimethylsilylethoxymethyl)indazol-3-yl]pyrimidin-4-yl]-2-methyl-piperazin-1-yl]ethyl]piperazine-1-carboxylic acid tert-butyl ester